FC(C=1C=C(C=C(C1)C(F)(F)F)C1=NN(C=C1)CC(C(=O)O)C)(F)F 3-(3-(3,5-bis(trifluoromethyl)phenyl)-1H-pyrazol-1-yl)-2-methylpropanoic acid